2,4-diamino-1-methoxy-5-methylbenzene NC1=C(C=C(C(=C1)N)C)OC